COC(CC1=C(C=C(C(=C1)OC)OC)C#CCCO)=O 2-(2-(4-hydroxybut-1-yn-1-yl)-4,5-dimethoxyphenyl)acetic acid methyl ester